methyl 2-heptadecyloxyethyl hydrogen phosphate P(=O)(OC)(OCCOCCCCCCCCCCCCCCCCC)O